C(#N)C1=NC(=C2C=C(N=CC2=C1)NC(=O)[C@@H]1CN(CCC1)C(=O)OC(C)(C)C)NC(C)C Tert-butyl (S)-3-((7-cyano-5-(isopropylamino)-2,6-naphthyridin-3-yl)carbamoyl)piperidine-1-carboxylate